2-(4-cyclopropyl-6-methoxy-pyrimidin-5-yl)-5-(difluoromethoxy)-4-[[4-[1-isopropyl-4-(trifluoromethyl)imidazol-2-yl]phenyl]methoxy]pyrimidine C1(CC1)C1=NC=NC(=C1C1=NC=C(C(=N1)OCC1=CC=C(C=C1)C=1N(C=C(N1)C(F)(F)F)C(C)C)OC(F)F)OC